5-phenyl-N-propyl-2-(4-(trifluoromethyl)phenyl)oxazole-4-carboxamide C1(=CC=CC=C1)C1=C(N=C(O1)C1=CC=C(C=C1)C(F)(F)F)C(=O)NCCC